Cl.FC(C=1C(=C(C=CC1)[C@@H](C)C=1N(C(C=C(C1C(=O)N)N[C@H]1[C@H](CNCC1)F)=O)C1(CC1)C(F)F)F)F ((R)-1-(3-(difluoromethyl)-2-fluorophenyl)ethyl)-1-(1-(difluoromethyl)cyclopropyl)-4-(((3S,4R)-3-fluoropiperidin-4-yl)amino)-6-oxo-1,6-dihydropyridine-3-carboxamide hydrochloride